C1(=CC(=CC=C1)OC1=C(C=C2CCC(C2=C1)OP(=O)(NCCBr)NCCBr)[N+](=O)[O-])C1=CC=CC=C1 bis((2-bromoethyl)amino)phosphinic acid 6-([1,1'-biphenyl]-3-yloxy)-5-nitro-2,3-dihydro-1H-inden-1-yl ester